N1N=NC2=C1C=CC(=C2)CN2C(C1=CC=CC=C1C2=O)CC=2C(=NC=CC2C)C#N 3-((2-((1H-benzo[d][1,2,3]triazol-5-yl)methyl)-3-oxoisoindolin-1-yl)methyl)-4-methyl-picolinonitrile